N-(3-((2-((3S,4S)-4-amino-3-methyl-2-oxa-8-azaspiro[4.5]decane-8-yl)pyrimidine-5-yl)mercapto)-2-chlorophenyl)pyridine-2-carboxamide N[C@@H]1[C@@H](OCC12CCN(CC2)C2=NC=C(C=N2)SC=2C(=C(C=CC2)NC(=O)C2=NC=CC=C2)Cl)C